(R)-N-((S)-3-(1H-indazol-5-yl)-2-(methylamino)propyl)-3-(pyridin-3-yl)-3-(1-(trifluoromethyl)cyclopropyl)propanamide N1N=CC2=CC(=CC=C12)C[C@@H](CNC(C[C@@H](C1(CC1)C(F)(F)F)C=1C=NC=CC1)=O)NC